COC=1C=C(C=CC1)S(=O)(=O)C=1C=C2C=NN(CC2=CC1)CC=1C=NC(=CC1)OC 6-(3-methoxyphenylsulfonyl)-2-((6-methoxypyridin-3-yl)methyl)phthalazin